vinyloxy-butyl-glutarate C(=C)OC(C(=O)[O-])(CCC(=O)[O-])CCCC